1-(2-(5-(4-(Hydroxymethyl)phenyl)-1H-imidazol-2-yl)piperidin-1-yl)-2-(methylsulfinyl)-propan-1-one OCC1=CC=C(C=C1)C1=CN=C(N1)C1N(CCCC1)C(C(C)S(=O)C)=O